8-methoxy-2-methyl-4-(5-methyl-1H-1,2,4-triazol-1-yl)quinolinol COC=1C=CC=C2C(=CC(NC12)(O)C)N1N=CN=C1C